C(C)(C)(C)N1N=C(C=C1C=1NC=CC1)C=1OC2=C(N1)C=C(C=C2)C 2-(1-(tert-butyl)-5-(1H-pyrrol-2-yl)-1H-pyrazol-3-yl)-5-methylbenzo[d]oxazole